3-(3-((3-(3-((4-methyl-1-tosyl-1H-indol-5-yl)oxy)phenyl)-1H-pyrazol-1-yl)methyl)phenyl)propanoic acid CC1=C2C=CN(C2=CC=C1OC=1C=C(C=CC1)C1=NN(C=C1)CC=1C=C(C=CC1)CCC(=O)O)S(=O)(=O)C1=CC=C(C)C=C1